OC=CC(=O)[O-] 3-hydroxyacrylate